FC(C(=O)O)(F)F.O1CCN(CC1)C=1N=C(C2=C(N1)CNCC2)N2C[C@@H](CCC2)NC2=NC=C(C(=N2)OC2COC2)C(F)(F)F (R)-N-(1-(2-morpholino-5,6,7,8-tetrahydropyrido[3,4-d]pyrimidin-4-yl)piperidin-3-yl)-4-(oxetan-3-yloxy)-5-(trifluoromethyl)pyrimidin-2-amine trifluoroacetate